COC1=NC=CC(=C1)C=1C(=C2CCCC2=CC1)NC(=O)NS(=O)(=O)C1=NN(C=C1)[C@H]1CC[C@H](CC1)B(O)O (cis-4-(3-(N-((5-(2-methoxypyridin-4-yl)-2,3-dihydro-1H-inden-4-yl)carbamoyl)sulfamoyl)-1H-pyrazol-1-yl)cyclohexyl)boronic acid